methyl 2-(3-(3-bromopropyl) phenyl)-2-methylpropionate BrCCCC=1C=C(C=CC1)C(C(=O)OC)(C)C